(4-fluoro-2-(pyrimidin-2-yl)phenyl)((1S,4S,6R)-6-((5-(trifluoromethyl)pyrazin-2-yl)amino)-2-azabicyclo[2.2.1]heptan-2-yl)methanone FC1=CC(=C(C=C1)C(=O)N1[C@@H]2[C@@H](C[C@H](C1)C2)NC2=NC=C(N=C2)C(F)(F)F)C2=NC=CC=N2